(1R,3S,5R)-2-(2-(3-acetyl-5-(2-methylpyrimidin-5-yl)-1H-indazol-1-yl)acetyl)-N-(6-bromo-3-cyclopropylpyridin-2-yl)-5-((dimethylamino)methyl)-2-azabicyclo[3.1.0]hexane-3-carboxamide C(C)(=O)C1=NN(C2=CC=C(C=C12)C=1C=NC(=NC1)C)CC(=O)N1[C@@H]2C[C@@]2(C[C@H]1C(=O)NC1=NC(=CC=C1C1CC1)Br)CN(C)C